2-(5-bromo-6-fluoro-indol-1-yl)ethanol BrC=1C=C2C=CN(C2=CC1F)CCO